OC1=C(C=C(C=C1)C=CC(=O)C1=CC=C(C=C1)SC)C(F)(F)F 3-[4-Hydroxy-3-(trifluoromethyl)phenyl]-1-(4-methylsulfanylphenyl)prop-2-en-1-one